C(C)(=O)NC1=CC(=C(C=C1)C1=CN=C(S1)N1CCN(CC1)C(=O)OC(C)(C)C)S(NC(C)(C)C)(=O)=O tert-butyl 4-[5-[4-acetamido-2-(tert-butylsulfamoyl)phenyl]thiazol-2-yl]piperazine-1-carboxylate